6-bromo-4,4-difluoro-3,4-dihydronaphthalen-1(2H)-one BrC=1C=C2C(CCC(C2=CC1)=O)(F)F